COC(C(CC=C(C)C)(C)C)OC 6,6-Dimethoxy-2,5,5-trimethylhex-2-ene